FC1=C(C=CC(=C1)F)C1=C(C(=CN1S(=O)(=O)C=1C=NC(=CC1)C)CNC)OC 1-(5-(2,4-Difluorophenyl)-4-methoxy-1-((6-methylpyridin-3-yl)sulfonyl)-1H-pyrrol-3-yl)-N-methylmethanamine